CN(C)CC1(CC1)COC=1N=C(C2=C(N1)CN(C2)C(=O)C2=CC(=CC1=CC=CC(=C21)I)O)N2CC1(CCCO1)CCC2 (2-((1-((dimethylamino)methyl)cyclopropyl)methoxy)-4-(1-oxa-7-azaspiro[4.5]decan-7-yl)-5,7-dihydro-6H-pyrrolo[3,4-d]pyrimidin-6-yl)(3-hydroxy-8-iodonaphthalen-1-yl)methanone